C(C(=O)O)(=O)O.N1C(CC1)C#N.N1C(CC1)C#N azetidine-2-carbonitrile hemioxalate